triisononyl-1,3,5-benzenetricarboxylic acid C(CCCCCC(C)C)C1=C(C(=C(C(=C1C(=O)O)CCCCCCC(C)C)C(=O)O)CCCCCCC(C)C)C(=O)O